8-(1,3-Dimethyl-2-oxo-7-(trifluoromethoxy)-1,2-dihydroquinolin-5-yl)isoquinolin CN1C(C(=CC2=C(C=C(C=C12)OC(F)(F)F)C=1C=CC=C2C=CN=CC12)C)=O